(1-((tert-butyldimethylsilyl)oxy)-2-methoxyethyl)-5-nitropyridine [Si](C)(C)(C(C)(C)C)OC(COC)C1=NC=C(C=C1)[N+](=O)[O-]